FCCCCCCCCCOCCCCCCCCCCCCCCCC hexadecyl fluorononyl ether